3-(3-nitrophenyl)-1-((2-(trimethylsilyl)ethoxy)methyl)-1H-indazole [N+](=O)([O-])C=1C=C(C=CC1)C1=NN(C2=CC=CC=C12)COCC[Si](C)(C)C